5-[1-(5-amino-2-pyridinyl)-3-(trifluoromethyl)pyrazol-4-yl]-N-[3-chloro-4-(piperazine-1-carbonyl)phenyl]-1-methyl-imidazole-2-carboxamide NC=1C=CC(=NC1)N1N=C(C(=C1)C1=CN=C(N1C)C(=O)NC1=CC(=C(C=C1)C(=O)N1CCNCC1)Cl)C(F)(F)F